C[Si](OC1=C(CC1)O[Si](C)(C)C)(C)C 1,2-bis(trimethylsilyloxy)cyclobutene